tert-butyl (2S)-2-[4-(5-cyano-2-pyridyl)piperazine-1-carbonyl]morpholine-4-carboxylate C(#N)C=1C=CC(=NC1)N1CCN(CC1)C(=O)[C@@H]1CN(CCO1)C(=O)OC(C)(C)C